diphenyl-phosphomethane C1(=CC=CC=C1)C(P(=O)=O)C1=CC=CC=C1